C(C)OC1=C(C=CC(=C1F)F)[C@@H]1[C@H](O[C@@]([C@H]1C)(C(F)(F)F)C)C(=O)NC1=CC(=NC=C1)C(=O)N 4-((2S,3R,4S,5S)-3-(2-ethoxy-3,4-difluorophenyl)-4,5-dimethyl-5-(trifluoromethyl)tetrahydrofuran-2-carboxamido)picolinamide